N-[5-(difluoromethoxy)-3-pyridinyl]-N-[[5-[5-(difluoromethyl)-1,3,4-oxadiazol-2-yl]thiazol-2-yl]methyl]ethanesulfonamide FC(OC=1C=C(C=NC1)N(S(=O)(=O)CC)CC=1SC(=CN1)C=1OC(=NN1)C(F)F)F